6-[2-(1-cyclopropylpyrazol-4-yl)-5-ethylsulfonyl-1-methyl-imidazol-4-yl]-3-(trifluoromethyl)-7H-pyrrolo[3,4-b]pyridin-5-one C1(CC1)N1N=CC(=C1)C=1N(C(=C(N1)N1CC2=NC=C(C=C2C1=O)C(F)(F)F)S(=O)(=O)CC)C